FC(CN1N=C(C2=NC(=CC(=C21)N2CCC(CC2)O)C2=CC=NN2C)C2=CC=NN2C2OCCCC2)F 1-(1-(2,2-difluoroethyl)-5-(1-methyl-1H-pyrazol-5-yl)-3-(1-(tetrahydro-2H-pyran-2-yl)-1H-pyrazol-5-yl)-1H-pyrazolo[4,3-b]pyridin-7-yl)piperidin-4-ol